ClC=1C=C2N([C@H](C(NC2=CC1)=O)CCC)C(=O)C=1C=NN(C1)C (S)-6-Chloro-4-(1-methyl-1H-pyrazole-4-carbonyl)-3-propyl-3,4-dihydroquinoxalin-2(1H)-one